furanmethacrylic acid O1C(=CC=C1)CC(C(=O)O)=C